[4-(difluoromethyl)benzenesulfonyl]-4,4-difluoro-1',2'-dihydrospiro[cyclohexane-1,3'-indole] FC(C1=CC=C(C=C1)S(=O)(=O)N1CC2(C3=CC=CC=C13)CCC(CC2)(F)F)F